5,6-bis(dodecyloxy)-4,7-di(thiophen-2-yl)benzo[C][1,2,5]-thiadiazole C(CCCCCCCCCCC)OC1=C(C=2C(=NSN2)C(=C1OCCCCCCCCCCCC)C=1SC=CC1)C=1SC=CC1